FC1=CC=C(C=C1)C(N1C[C@@H](N(C[C@H]1COC)C=1C2=C(N(C(N1)=O)C)C=CC(=N2)C#N)C)C2=NC=C(C=C2)C(F)(F)F 4-((2s,5s)-4-((4-fluorophenyl)(5-(trifluoromethyl)pyridin-2-yl)methyl)-5-(methoxymethyl)-2-methylpiperazin-1-yl)-1-methyl-2-oxo-1,2-dihydropyrido[3,2-d]pyrimidine-6-carbonitrile